C1(=CC=C(C=C1)N1C2=CC=CC=C2C=2C=C(C=CC12)COCC1=CC=C(C=C1)C=C)C1=CC=C(C=C1)N1C2=CC=CC=C2C=2C=C(C=CC12)COCC1=CC=C(C=C1)C=C 9,9'-[1,1'-biphenyl]-4,4'-diylbis[3-[[(4-vinylphenyl)methoxy]methyl]-9H-carbazole]